C1(CC1)C1=NN(C2=C1C(=NC=C2NCCOCCNC(OC(C)(C)C)=O)C2=CC(=C(C=C2)S(=O)(=O)C)C)C2OCCCC2 tert-butyl N-[2-[2-[[3-cyclopropyl-4-(3-methyl-4-methyl sulfonyl-phenyl)-1-tetrahydropyran-2-yl-pyrazolo[4,3-c]pyridin-7-yl]amino]ethoxy]ethyl]carbamate